C(C)(C)(C)OC(=O)N1CCN(CC1)C1=NC(=NC2=C(C(=C(C=C12)Cl)Br)OC1CC1)N1CC(C1)N(C)C 4-(7-bromo-6-chloro-8-cyclopropoxy-2-(3-(dimethylamino)azetidin-1-yl)quinazolin-4-yl)piperazine-1-carboxylic acid tert-butyl ester